5-[2-fluoro-6-[(4-methoxyphenyl)methoxy]-4-(4-pyridinyl)phenyl]-1,1-dioxo-1,2,5-thiadiazolidin-3-one FC1=C(C(=CC(=C1)C1=CC=NC=C1)OCC1=CC=C(C=C1)OC)N1CC(NS1(=O)=O)=O